Cl.COC1=CC=C(N[N+]#N)C=C1 p-methoxyanilinediazonium hydrochloride